1-(2-((2-(1-(cyclopropylsulfonyl)-1H-pyrazol-4-yl)pyrimidin-4-yl)amino)-5-((1-methyl-1H-pyrazol-4-yl)ethynyl)pyridin-4-yl)piperidin-4-ol C1(CC1)S(=O)(=O)N1N=CC(=C1)C1=NC=CC(=N1)NC1=NC=C(C(=C1)N1CCC(CC1)O)C#CC=1C=NN(C1)C